3-amino-5-bromo-1-[(3-methoxyphenyl)methyl]pyrazole-4-carboxylic acid ethyl ester C(C)OC(=O)C=1C(=NN(C1Br)CC1=CC(=CC=C1)OC)N